2-(6,8-dimethyl-4-oxopyrrolo[1,2-d][1,2,4]triazin-3(4H)yl)acetic Acid CC1=CC(=C2N1C(N(N=C2)CC(=O)O)=O)C